ClC=1C=C(\C=C\2/CN(C\C(\C2=O)=C/C2=CC(=C(C=C2)Cl)Cl)C([C@H](CC2=CC=CC=C2)NCCOCCNC(OC(C)(C)C)=O)=O)C=CC1Cl tert-butyl (2-(2-(((S)-1-(3,5-bis((E)-3,4-dichlorobenzylidene)-4-oxopiperidin-1-yl)-1-oxo-3-phenylpropan-2-yl)amino)ethoxy)ethyl)carbamate